6-fluoro-4-((cis)-4-((R)-1-(6-methylimidazo[1,2-b]pyridazin-2-yl)ethyl)cyclohexyl)quinolone FC=1C=C2C(=CC(NC2=CC1)=O)[C@@H]1CC[C@@H](CC1)[C@@H](C)C=1N=C2N(N=C(C=C2)C)C1